SC(CC(C(C(O)(CC(C)S)CC(C)S)(CO)CO)O)C tri(beta-mercaptopropyl)-pentaerythritol